1-[3-(diethylisopropoxysilyl)phenyl]-1-(4'-dimethylsilylphenyl)ethene C(C)[Si](C=1C=C(C=CC1)C(=C)C1=CC=C(C=C1)[SiH](C)C)(OC(C)C)CC